4-[(3-formylphenyl)methyl]piperidine-1,4-dicarboxylic acid 1,4-di-tert-butyl ester C(C)(C)(C)OC(=O)N1CCC(CC1)(C(=O)OC(C)(C)C)CC1=CC(=CC=C1)C=O